FC1=C(C=C(C=C1C)C1=C(C=C(C=C1C)F)O)C=O 4,4'-Difluoro-2'-hydroxy-5,6'-dimethyl-[1,1'-biphenyl]-3-carbaldehyde